COCC(O)C1=NC(=CC(=N1)N1CCOCC1)N1N=C(C=C1)C=1C=C(C=CC1)C 2-methoxy-1-(4-morpholino-6-(3-(m-tolyl)-1H-pyrazol-1-yl)pyrimidin-2-yl)ethan-1-ol